C[C@@H]1O[C@H](CN(C1)CC(=O)NC=1C=C(C(=NC1)F)NC(=O)C=1C=C2C(=NC1)NC(=C2)C=2C=NN(C2)C)C.[Al+] Aluminum (i) N-(5-(2-((2S,6S)-2,6-dimethylmorpholino)acetamido)-2-fluoropyridin-3-yl)-2-(1-methyl-1H-pyrazol-4-yl)-1H-pyrrolo[2,3-b]pyridine-5-carboxamide